C(C=CCC(=O)[O-])(=O)OCC(C)C mono-iso-butyl glutaconate